1,5-dibenzyl glutarate C(CCCC(=O)OCC1=CC=CC=C1)(=O)OCC1=CC=CC=C1